COC=1C(=CC2=CN(N=C2C1)C1CCC(CC1)NC(OC(C)(C)C)=O)C(NC=1C=NN2C1N=CC=C2)=O tert-Butyl (4-(6-methoxy-5-(pyrazolo[1,5-a]pyrimidin-3-ylcarbamoyl)-2H-indazol-2-yl)cyclohexyl)carbamate